2-(4-{[(3R,5R)-5-fluoro-1-methylpiperidin-3-yl]amino}imidazo[1,5-d][1,2,4]triazin-1-yl)-5-(trifluoromethyl)phenol formate C(=O)OC1=C(C=CC(=C1)C(F)(F)F)C=1C=2N(C(=NN1)N[C@H]1CN(C[C@@H](C1)F)C)C=NC2